CC1=CC=CC=2N(C(N(C21)C2=NC=C(C=C2)C2=C1C(=CN=C2)N(N=C1)C1OCCCC1)=O)CC(=O)N[C@H](C(F)(F)F)C 2-[4-methyl-2-oxo-3-[5-(1-tetrahydropyran-2-ylpyrazolo[3,4-c]pyridin-4-yl)-2-pyridyl]benzimidazol-1-yl]-N-[(1S)-2,2,2-trifluoro-1-methyl-ethyl]acetamide